C(#N)C1(CC1)NS(=O)(=O)C=1C=C(C2=C(N(C=N2)C=2SC(=NN2)C(F)F)C1)N1C[C@@H]2COCCN2[C@@H](C1)C |o1:28,34| rel-N-(1-cyanocyclopropyl)-1-(5-(difluoromethyl)-1,3,4-thiadiazol-2-yl)-4-((6R,9aR)-6-methylhexahydropyrazino[2,1-c][1,4]oxazin-8(1H)-yl)-1H-benzo[d]imidazole-6-sulfonamide